C1(=CC=CC=C1)NC1=CC=C(C=C1)NC(C)C N-Phenyl-N'-isopropyl-p-phenylendiamin